C(C)O[C@H]1CN(CC[C@@H]1OC=1C=CC2=C(N=C(O2)C)C1)C1=CC(N(C=2C=CC(=NC12)C#N)C)=O 8-((3S,4S)-3-Ethoxy-4-((2-methylbenzo[d]oxazol-5-yl)oxy)piperidin-1-yl)-5-methyl-6-oxo-5,6-dihydro-1,5-naphthyridin-2-carbonitril